C(C)(C)(C)OC(=O)N1[C@H](CC[C@@H](C1)NC(COC1=CC(=C(C=C1)Cl)F)=O)C(=O)N1CC2=CC=C(C=C2C1)OC(F)(F)F (2r,5s)-5-[2-(4-chloro-3-fluorophenoxy)acetamido]-2-[5-(trifluoromethoxy)-2,3-dihydro-1H-isoindole-2-carbonyl]piperidine-1-carboxylic acid tert-butyl ester